2-Benzyl-5-octyl-4-phenylimidazole C(C1=CC=CC=C1)C=1NC(=C(N1)C1=CC=CC=C1)CCCCCCCC